[Cl-].[Cl-].[Cl-].[Cl-].[U+4].FC1=CNC=2N=C(N=C(C21)N[C@@H]2C[C@@H](N(C2)C(C=C)=O)C)NC=2C=NN(C2)C 1-((2S,4r)-4-((5-fluoro-2-((1-methyl-1H-pyrazol-4-yl)amino)-7H-pyrrolo[2,3-d]pyrimidin-4-yl)amino)-2-methylpyrrolidin-1-yl)prop-2-en-1-one uranium tetrachloride